1-Tert-butyl 2-methyl 4-{2-[(4-bromopyridin-2-yl)carbamoyl]ethyl}piperazine-1,2-dicarboxylate BrC1=CC(=NC=C1)NC(=O)CCN1CC(N(CC1)C(=O)OC(C)(C)C)C(=O)OC